C(CCCCCCCCCCCCC)N(CCCC(=O)NC1CN(CCNC(CCCN(CCCC1)CCCCCCCCCCCCCC)=O)C)CCCCCCCCCCCCCC 4-[di(tetradecyl)amino]-N-(3-methyl-7-oxo-11-tetradecyl-3,6,11-triazacyclopentadec-1-yl)butanamide